2-ethyl-2-propylcapric acid C(C)C(C(O)=O)(CCCCCCCC)CCC